[O-]S(=O)(=O)C(F)(F)F.[Yb+3].[O-]S(=O)(=O)C(F)(F)F.[O-]S(=O)(=O)C(F)(F)F Ytterbium(III) Triflate